O1NCC=CC1 3,6-Dihydro-2H-1,2-oxazin